C1(CC1)C(=O)C=1NC2=CC=C(C=C2C1C=1N=NN(C1)CC1CCN(CC1)CCNS(=O)(=O)N1CCC(CC1)C1=C(C=CC=C1F)F)F N-(2-(4-((4-(2-(Cyclopropancarbonyl)-5-fluoro-1H-indol-3-yl)-1H-1,2,3-triazol-1-yl)methyl)piperidin-1-yl)ethyl)-4-(2,6-difluorophenyl)piperidin-1-sulfonamid